3',5'-dimethoxy-4-(1-methyl-4-nitro-1H-pyrazole-5-carbonyl)-5,6-dihydro-[1,1'-biphenyl]-3(4H)-one COC=1C=C(C=C(C1)OC)C1=CC(C(CC1)C(=O)C1=C(C=NN1C)[N+](=O)[O-])=O